1,2,3-Trimethylimidazolium methyl-sulfate COS(=O)(=O)[O-].CN1C(=[N+](C=C1)C)C